C1(=CC=CC=C1)CCCC1=NOC(=N1)C1N(CC2(CC2)C1)S(=O)(=O)C1=C2C=CC=C(C2=CC=C1)N 5-((6-(3-(3-phenylpropyl)-1,2,4-oxadiazole-5-yl)-5-azaspiro[2.4]heptan-5-yl)sulfonyl)naphthalen-1-amine